(R)-3-Chloro-1-trityl-azetidin-2-one Cl[C@H]1C(N(C1)C(C1=CC=CC=C1)(C1=CC=CC=C1)C1=CC=CC=C1)=O